Pyrimidin-4-one hydrochloride Cl.N1=CNC(C=C1)=O